NC1=NC=C(C=C1C1=CC=C(C=C1)N1C(CCC1)=O)Br 1-[4-(2-amino-5-bromo-3-pyridinyl)phenyl]Pyrrolidin-2-one